N=1N=CN2C=NC(=CC21)OC2=C(C=C(C=C2)NC2=NC=NC1=CC(=C(C=C21)[N+](=O)[O-])OCC)C N-(4-([1,2,4]triazolo[4,3-c]pyrimidin-7-yloxy)-3-methylphenyl)-7-ethoxy-6-nitroquinazolin-4-amine